methyl 6-methoxy-1-oxo-2,3-dihydroindene-2-carboxylate COC1=CC=C2CC(C(C2=C1)=O)C(=O)OC